CN(C=CC(=O)C1=C(C=C(C=C1)F)O)C 3-dimethylamino-1-(2-hydroxy-4-fluorophenyl)prop-2-en-1-one